(E)-4-oxo-1,4-dihydro-3-pyridinecarboxylic acid O=C1C(=CNC=C1)C(=O)O